5-{2-amino-[1,2,4]triazolo[1,5-a]pyridin-7-yl}-2-methoxy-N-{[2-(trifluoromethoxy)phenyl]methyl}pyridine-3-carboxamide NC1=NN2C(C=C(C=C2)C=2C=C(C(=NC2)OC)C(=O)NCC2=C(C=CC=C2)OC(F)(F)F)=N1